3H-imidazo[4,5-c]pyridine-4-carboxamide N1=CNC=2C(=NC=CC21)C(=O)N